FC=1C=C(C=CC1)C=1NC2=CC=C(C=C2C(C1)=O)C(=O)OCC ethyl 2-(3-fluorophenyl)-4-oxo-1,4-dihydroquinoline-6-carboxylate